C1(CCCC1)N1N=C(C=C1C1=C(C=CC=C1)C(F)(F)F)C(=O)N[C@H](CS(N)(=O)=O)CC(=O)N1CC(CCC1)(F)F 1-cyclopentyl-N-[(2S)-4-(3,3-difluoropiperidin-1-yl)-4-oxo-1-sulfamoylbutan-2-yl]-5-[2-(trifluoromethyl)phenyl]-1H-pyrazole-3-carboxamide